C12(C(CCCC1)O2)C21C(CC(CC2)C)O1 4-epoxycyclohexyl-methyl-3,4-epoxycyclohexane